2-methoxyethyl (1s,2r,5r)-3-((3-fluoro-4-((1-methyl-1H-pyrazol-4-yl) oxy) phenyl) sulfonyl)-2-(((tetrahydro-2H-pyran-2-yl) oxy) carbamoyl)-3,8-diazabicyclo[3.2.1]octane-8-carboxylate FC=1C=C(C=CC1OC=1C=NN(C1)C)S(=O)(=O)N1[C@H]([C@@H]2CC[C@H](C1)N2C(=O)OCCOC)C(NOC2OCCCC2)=O